sodium dipotassium sulfate S(=O)(=O)([O-])[O-].[K+].[K+].[Na+]